1,3,5-trimethyl-2,4,6-tris(3,5-di-tert-butyl-4-methoxybenzyl)benzene CC1=C(C(=C(C(=C1CC1=CC(=C(C(=C1)C(C)(C)C)OC)C(C)(C)C)C)CC1=CC(=C(C(=C1)C(C)(C)C)OC)C(C)(C)C)C)CC1=CC(=C(C(=C1)C(C)(C)C)OC)C(C)(C)C